BrC=1C(=CC2=CC=CC=C2C1)C1=CC=C(C=C1)C1=NC(=NC(=N1)C1=CC=CC2=CC=CC=C12)C1=CC=CC=C1 2-(4-(3-bromonaphthalen-2-yl)phenyl)-4-(naphthalen-1-yl)-6-phenyl-1,3,5-triazine